CC(C)[C@@H](CO)N (S)-(+)-2-amino-3-methyl-1-butanol